4-((1E,3E)-4-(5,6-dimethoxybenzo[d]thiazole-2-yl)buta-1,3-dienyl)-N-isopropylaniline COC=1C(=CC2=C(N=C(S2)/C=C/C=C/C2=CC=C(NC(C)C)C=C2)C1)OC